ClC1=NC=C(C(=N1)NC1=CC=C(C=C1)C(C)C)Cl 2,5-dichloro-N-(4-isopropylphenyl)pyrimidin-4-amine